1,3-bis(5-amino-2-benzoAzolyl)benzene NC=1C=CC2=C(C=C(N2)C2=CC(=CC=C2)C=2NC3=C(C2)C=C(C=C3)N)C1